methyl (Z)-2-azido-3-(2-bromo-4-cyclopropylphenyl)acrylate N(=[N+]=[N-])\C(\C(=O)OC)=C/C1=C(C=C(C=C1)C1CC1)Br